(S)-N-(5-methyl-7-(oxetan-3-ylethynyl)-4-oxo-2,3,4,5-tetrahydrobenzo[b][1,4]oxazepin-3-yl)-4-((2-methylthiazol-4-yl)methyl)pyridineamide CN1C2=C(OC[C@@H](C1=O)NC(=O)C1=NC=CC(=C1)CC=1N=C(SC1)C)C=CC(=C2)C#CC2COC2